O[C@](C)(C=C)CCC=C(C)CCC=C(C)C (S)-Nerolidol